C(#N)C=1C=NN2C1C(=CC(=C2)OCC)C=2C=CC(=NC2)N2CCC(CC2)(CN2CCN(CC2)CC)NC(C2=C(C=CC=C2)C(F)(F)F)=O N-(1-(5-(3-cyano-6-ethoxypyrazolo[1,5-a]pyridin-4-yl)pyridin-2-yl)-4-((4-ethylpiperazin-1-yl)methyl)piperidin-4-yl)-2-(trifluoromethyl)benzamide